(4-[2-(DIMETHYLAMINO)ETHOXY]PHENYL)BORANEDIOL CN(CCOC1=CC=C(C=C1)B(O)O)C